[(2R,3S,4R,5R)-5-(2-amino-6-oxo-1H-purin-9-yl)-3,4-di-hydroxy-tetrahydrofuran-2-yl]methyl dihydrogen phosphate P(=O)(OC[C@H]1O[C@H]([C@@H]([C@@H]1O)O)N1C=2N=C(NC(C2N=C1)=O)N)(O)O